4-amino-N-(5-chloro-4-((4-chlorophenyl)(cyano)methyl)-2-methylphenyl)benzamide NC1=CC=C(C(=O)NC2=C(C=C(C(=C2)Cl)C(C#N)C2=CC=C(C=C2)Cl)C)C=C1